4-iodo-7-methoxy-2-[[(3S)-3-methyl-1-piperidinyl]methyl]-1-(p-tolylsulfonyl)pyrrolo[2,3-c]pyridine IC1=C2C(=C(N=C1)OC)N(C(=C2)CN2C[C@H](CCC2)C)S(=O)(=O)C2=CC=C(C=C2)C